ClC=1C=C(C=CC1Cl)CC(=O)N1CCN(CC1)S(=O)(=O)C1=CC=C(C=C1)NC(NCC=1C=NC=CC1)=O 3-(4-{4-[2-(3,4-dichlorophenyl)acetyl]piperazine-1-sulfonyl}phenyl)-1-(pyridin-3-ylmethyl)urea